(dimethylfluorenyl)bis(spirobifluorenyl)amine CC=1C(=C(C=2CC3=CC=CC=C3C2C1)N(C=1C2(C3=CC4=CC=CC=C4C3=CC1)C=CC=C1C3=CC=CC=C3C=C12)C=1C2(C3=CC4=CC=CC=C4C3=CC1)C=CC=C1C3=CC=CC=C3C=C12)C